CCCCC/C=C\C/C=C\C/C=C\C/C=C\CCCCCC(=O)O[C@H](COC(=O)CCCC/C=C\C/C=C\C/C=C\C/C=C\CC)COP(=O)([O-])OCC[N+](C)(C)C 1-(6Z,9Z,12Z,15Z-octadecatetraenoyl)-2-(7Z,10Z,13Z,16Z-docosatetraenoyl)-glycero-3-phosphocholine